2-(3,4-dimethoxyphenyl)-N-ethyl-α,α,α-trifluoro-N-methyl-p-toluamide COC=1C=C(C=CC1OC)C1=C(C=CC(=C1)C(=O)N(C)CC)C(F)(F)F